S,S-Dibenzyl-sulfoximine C(C1=CC=CC=C1)S(=O)(=N)CC1=CC=CC=C1